7-fluoro-1-((4-fluorophenyl)sulfonyl)-1,2,3,4-tetrahydroquinoline-6-carboxylic acid FC1=C(C=C2CCCN(C2=C1)S(=O)(=O)C1=CC=C(C=C1)F)C(=O)O